CC1=C(C=CC(=C1)OC1=CC=CC=C1)C1=NC2=CC(=C(C=C2C(=N1)N)OC)OCC1CCN(CC1)C (2-methyl-4-phenoxyphenyl)-6-methoxy-7-((1-methylpiperidin-4-yl)methoxy)quinazolin-4-amine